O=C1NC(CCC1N1C(C2=CC=C(C=C2C1=O)N1CC(C1)CN1CCC(CC1)N1N=CC=C1)=O)=O 1-(1-((1-(2-(2,6-dioxopiperidin-3-yl)-1,3-dioxoisoindolin-5-yl)azetidin-3-yl)methyl)piperidin-4-yl)-1H-pyrazol